CN1C(N(C2=C1C=C(C=C2)C#CC=2C=NC(=NC2)N2C(C1(CC2)CNCC1)=O)C1C(NC(CC1)=O)=O)=O 3-{3-methyl-2-oxo-5-[2-(2-{1-oxo-2,7-diazaspiro[4.4]nonan-2-yl}pyrimidin-5-yl)ethynyl]-1,3-benzodiazol-1-yl}piperidine-2,6-dione